[N+](=O)([O-])C1=CC=C(C(=O)N2CCN(CC2)CC(=O)N2CC3(CC4=CC=CC=C24)NCCC3)C=C1 (2-(4-(4-nitrobenzoyl)piperazin-1-yl)acetyl)-1',4'-dihydro-2'H-spiro[pyrrolidine-2,3'-quinoline]